4-oxo-3,4-dihydro-phthalazin O=C1NN=CC2=CC=CC=C12